C(CCC)CS(=O)OC(C(CC)O)CCCCCCCC 3-hydroxy-4-dodecoxy butyl-methyl sulfoxide